1-(4-((2-(2,6-Dimethylpyridin-4-yl)-3-Isopropyl-1H-Indol-5-yl)oxy)piperidin-1-yl)-2-(methylamino)ethanon CC1=NC(=CC(=C1)C=1NC2=CC=C(C=C2C1C(C)C)OC1CCN(CC1)C(CNC)=O)C